C(C)(C)(C)C1=NN=C2N1C(N(C1=C2N=CC(=C1)N1CCOCC1)CC1=NC=C(C=C1)Cl)=O 3-tert-butyl-6-[(5-chloropyridin-2-yl)methyl]-8-(morpholin-4-yl)pyrido[2,3-e][1,2,4]triazolo[4,3-c]pyrimidin-5(6H)-one